C1(CC1)C1=NC=NC(=C1C1=NC(=CC(=N1)C(=O)OC)OCC1=CC(=C(C=C1)C=1N(C=C(N1)C(F)(F)F)C1CC1)F)OC(F)F methyl 2-[4-cyclopropyl-6-(difluoromethoxy)pyrimidin-5-yl]-6-[[4-[1-cyclopropyl-4-(trifluoromethyl)imidazol-2-yl]-3-fluoro-phenyl]methoxy]pyrimidine-4-carboxylate